1-(2-bromoethyl)-N-(2-hydroxyethyl)-4-nitro-1H-pyrazole-5-carboxamide BrCCN1N=CC(=C1C(=O)NCCO)[N+](=O)[O-]